C1(CC1)NS(=O)(=O)C1=CC=C2CC(N(C2=C1)C(=O)NC1=CC=C(C=C1)N1CCCC1)C 6-[(cyclopropylamino)sulfonyl]-2,3-dihydro-2-methyl-N-[4-(1-pyrrolidinyl)phenyl]-1H-indole-1-carboxamide